ClCC(=O)N(C[C@H]1C(NCC1)=O)C[C@@H]([C@H](CC(C)C)NC(OC1CCC1)=O)O cyclobutyl ((2S,3S)-1-(2-chloro-N-(((S)-2-oxopyrrolidin-3-yl)methyl)acetamido)-2-hydroxy-5-methylhexan-3-yl)carbamate